(S)-3-(4-fluorophenyl)morpholine FC1=CC=C(C=C1)[C@@H]1NCCOC1